ClC=1C=C(C(=O)NC2=CC=C(C=C2)OC(=O)N2CCOCCC2)C=CC1 4-(3-chlorobenzamido)phenyl-1,4-oxazepane-4-carboxylate